bis-(4-amino-3,5-dimethyl-cyclohexyl)-methane NC1C(CC(CC1C)CC1CC(C(C(C1)C)N)C)C